FC1(CC(C1)NC=1N=CC2=C(N1)NC=C2C=2C=NC=1N(C2)C=CN1)F N-(3,3-difluorocyclobutyl)-5-(imidazo[1,2-a]pyrimidin-6-yl)-7H-pyrrolo[2,3-d]pyrimidin-2-amine